(S)-3-(3-(4-hydroxy-1-methyl-2-oxo-1,2-dihydropyridin-3-yl)ureido)-3-(3-(2-methylbenzyl)phenyl)propanoic acid OC1=C(C(N(C=C1)C)=O)NC(N[C@@H](CC(=O)O)C1=CC(=CC=C1)CC1=C(C=CC=C1)C)=O